4-(1-(2-(azetidin-1-yl)pyrimidin-5-yl)-5-(3,5-dimethylisoxazol-4-yl)-1H-pyrrolo[2,3-b]pyridin-3-yl)-3-(2,2-difluoroethoxy)-5-fluorobenzoic acid N1(CCC1)C1=NC=C(C=N1)N1C=C(C=2C1=NC=C(C2)C=2C(=NOC2C)C)C2=C(C=C(C(=O)O)C=C2F)OCC(F)F